N-((1H-indazol-6-yl)methyl)-2-((2-(3-(dimethylamino)phenoxy)ethoxy)methyl)-N-(3-methoxybenzyl)pyridin-4-amine N1N=CC2=CC=C(C=C12)CN(C1=CC(=NC=C1)COCCOC1=CC(=CC=C1)N(C)C)CC1=CC(=CC=C1)OC